3-(5-(1-(3,4-dichlorobenzyl)piperidin-4-yl)-1-oxoisoindolin-2-yl)piperidine-2,6-dione ClC=1C=C(CN2CCC(CC2)C=2C=C3CN(C(C3=CC2)=O)C2C(NC(CC2)=O)=O)C=CC1Cl